O=C1NC2=CC=CC=C2C=C1C(=O)[O-] 2-oxo-1,2-dihydroquinoline-3-carboxylate